FC1=C2C(NN=C(C2=C(C=C1)F)C1=CC2=C(NC(=N2)NC(OC2CCCCC2)=O)C=C1)=O Cyclohexyl (5-(5,8-difluoro-4-oxo-3,4-dihydrophthalazin-1-yl)-1H-benzimidazol-2-yl)carbamate